(2S,3S,4R,5R)-5-(6-amino-2-fluoro-9H-purin-9-yl)-2-fluoro-2-(hydroxymethyl)tetrahydrofuran-3,4-diol NC1=C2N=CN(C2=NC(=N1)F)[C@H]1[C@@H]([C@@H]([C@](O1)(CO)F)O)O